C(CCCCC)C(C(=O)N1[C@@H](CCC1)C(=O)OCCCCCC(CCCCCOC(C(CCCCCCCC)CCCCCC)=O)NCCCCO[Si](C1=CC=CC=C1)(C1=CC=CC=C1)C(C)(C)C)CCCCCCCC 6-((4-((tert-Butyldiphenylsilyl)oxy)butyl)amino)-11-((2-hexyldecanoyl)oxy)undecyl (2-hexyldecanoyl)prolinate